BrC1=CCN(C=C1)C(CN(C)C)C1=CC(=CC(=C1)Cl)Cl 4-bromo-1-(1-(3,5-dichlorophenyl)-2-(dimethylamino)ethyl)pyridin